COC1=C(C(=CC=C1)OC)S(=O)(=O)NC1=NOC2=C1C(=CC(=C2)C2=C(C=CC=C2)C=2CN(CC2)C(=O)OC(C)(C)C)OC tert-butyl 3-(2-(3-((2,6-dimethoxyphenyl)sulfonamido)-4-methoxybenzo[d]isoxazol-6-yl)phenyl)-2,5-dihydro-1H-pyrrole-1-carboxylate